C(C(O)(C1=CC=CC=C1)C1=CC=CC=C1)(=O)OCCO 2-benziloxyethanol